The molecule is a ketoretinoic glucuronide obtained by the glycosylation of the carboxy group of all-trans-4-oxoretinoic acid with beta-glucuronic acid. It is a ketoretinoic acid glucuronide, a beta-D-glucosiduronic acid and an enone. It derives from an all-trans-4-oxoretinoic acid. It is a conjugate acid of a 1-O-(4-oxoretinoyl)-beta-D-glucuronate. CC1=C(C(CCC1=O)(C)C)/C=C/C(=C/C=C/C(=C/C(=O)O[C@H]2[C@@H]([C@H]([C@@H]([C@H](O2)C(=O)O)O)O)O)/C)/C